C(C)(C)(C)C=1C=C(CC(C(=O)N)CCCCCCC(C(=O)N)CC2=CC(=C(C(=C2)C(C)(C)C)O)C(C)(C)C)C=C(C1O)C(C)(C)C hexamethylenebis(3,5-di-tert-butyl-4-hydroxyhydrocinnamamide)